C(C1=CC=CC=C1)OC(=O)NC(=N)C1=CC=C(CNC([C@H](C)NC[C@@H](CCC2=CC=CC=C2)NC(OC(C)(C)C)=O)=O)C=C1 tert-Butyl ((R)-1-(((S)-1-((4-(N-((benzyloxy)carbonyl)carbamimidoyl)benzyl)amino)-1-oxopropan-2-yl)amino)-4-phenylbutan-2-yl)carbamate